(S)-2-(4,4-difluoro-3-methylpiperidin-1-yl)-4-methyl-5-(trifluoromethyl)nicotinamide FC1([C@H](CN(CC1)C1=C(C(=O)N)C(=C(C=N1)C(F)(F)F)C)C)F